(9H-fluoren-9-yl)methyl(3,4-dihydroxy-1H-isoquinolin-8-yl)carbamate hydrochloride Cl.C1=CC=CC=2C3=CC=CC=C3C(C12)OC(N(C=1C=CC=C2C(=C(NCC12)O)O)C)=O